C(C)(C)C1=C(C=CC=C1)C1N(CCN(C1)C1CCOCC1)C1CCC12CCN(CC2)C(=O)[O-] (2-(2-isopropylphenyl)-4-(tetrahydro-2H-pyran-4-yl) piperazin-1-yl)-7-azaspiro[3.5]Nonane-7-carboxylate